C(#CCCCCCC)C1=C(SC=C1)C(C)=O 1-(3-(1-octynyl)thiophen-2-yl)ethan-1-one